N-methyl-3-nitro-N-[(1s,3s)-3-(methanesulfonylmethyl)cyclobutyl]aniline CN(C1=CC(=CC=C1)[N+](=O)[O-])C1CC(C1)CS(=O)(=O)C